(2-chloro-5-((1-cyclopropyl-1H-pyrazol-4-yl)ethynyl)pyridin-4-yl)-9-methyl-3,9-diazaspiro[5.5]undecane ClC1=NC=C(C(=C1)C1CNCCC12CCN(CC2)C)C#CC=2C=NN(C2)C2CC2